ClC=1C(=C(C=CC1)[N+]#[C-])F 3-CHLORO-2-FLUOROPHENYLISOCYANIDE